2-(N-(3-chloro-4-methoxyphenyl)propiolamido)-3,3-dimethylbutanamide ClC=1C=C(C=CC1OC)N(C(C#C)=O)C(C(=O)N)C(C)(C)C